C(C)(C)(C)OC(=O)N1C(CCC1=O)C(C)(C)C1=CC=C(C=C1)C1=CC=CC=C1 2-(1-biphenyl-4-yl-1-methylethyl)-5-oxo-pyrrolidine-1-carboxylic acid t-butyl ester